C(C)(C)(C)OC(=O)CN1CCNCCCN(CCN(CCC1)CC(=O)OC(C)(C)C)CCCCCCCCCCNC(=O)OCC1=CC=CC=C1 4,8-bis(tert-butoxycarbonylmethyl)-11-[10-(benzyloxycarbonylamino)decyl]-1,4,8,11-tetraazacyclotetradecane